COC(=O)C1=CC=C2C=NN(C2=C1)CC1=CC=CC=C1 1-Benzyl-1H-indazole-6-carboxylic acid methyl ester